CS(=O)(=O)CC1CN(C1)C=1C=CC(=C2C=C(N=CC12)NC1=NC(=NC=C1)N1C[C@@H]([C@H](CC1)OCCOC)O)C(C)C (3S,4S)-1-[4-({8-[3-(methanesulfonyl-methyl)azetidin-1-yl]-5-(propan-2-yl)isoquinolin-3-yl}amino)pyrimidin-2-yl]-4-(2-methoxy-ethoxy)piperidin-3-ol